FC(C1=CC=C(C=CC(=O)[O-])C=C1)(F)F.[Li+] lithium 4-trifluoromethylcinnamate salt